O=C1OC2=C(N=CC1)C=CC=C2 oxo-2,3-dihydro-1,5-benzoxazepin